6-[(4-fluorophenyl)methoxy]-N-(4-methylsulfonylphenyl)isoquinolin-1-amine FC1=CC=C(C=C1)COC=1C=C2C=CN=C(C2=CC1)NC1=CC=C(C=C1)S(=O)(=O)C